(S)-9-ethyl-5-fluoro-9-hydroxy-4-methyl-2,3-dihydrobenzo[de]pyrano[3',4':6,7]indolizino[1,2-b]quinoline-1,10,13(9H,12H,15H)-trione C(C)[C@]1(C(OCC=2C(N3CC=4C(=NC=5C=C(C(=C6C5C4C(CC6)=O)C)F)C3=CC21)=O)=O)O